N-[(1S)-1-[[(5-bromo-2-chloro-pyrimidin-4-yl)amino]methyl]-2-methyl-propyl]carbamic acid tert-butyl ester C(C)(C)(C)OC(N[C@@H](C(C)C)CNC1=NC(=NC=C1Br)Cl)=O